1-(5-(2-(2-(4-methylthiazol-5-yl)ethoxy)-4-fluorophenyl)-1-methyl-1H-indazol-3-yl)-N,N-dimethylmethanamine CC=1N=CSC1CCOC1=C(C=CC(=C1)F)C=1C=C2C(=NN(C2=CC1)C)CN(C)C